N1=CN=C2NC=NC2=C1C=1C(=NC=CC1)NC=1C=CC(=C(C1)NC(C1=CC(=CC(=C1)C(F)(F)F)C)=O)F N-(5-(3-(9H-purin-6-yl)pyridin-2-ylamino)-2-fluorophenyl)-3-methyl-5-(trifluoromethyl)benzamid